(1R,2S)-2-((R)-8-Fluoro-5H-imidazo[5,1-a]isoindol-5-yl)cyclobutan-1-ol FC1=CC=C2[C@H](N3C(C2=C1)=CN=C3)[C@H]3[C@@H](CC3)O